4'-(Tert-butyl)-5-(3-phenoxybenzamido)-[1,1'-biphenyl]-3-carboxylic acid C(C)(C)(C)C1=CC=C(C=C1)C1=CC(=CC(=C1)NC(C1=CC(=CC=C1)OC1=CC=CC=C1)=O)C(=O)O